rac-methyl 3-bromo-2-(1-bromo-2-methoxy-2-oxoethyl)-5-fluorobenzoate BrC=1C(=C(C(=O)OC)C=C(C1)F)[C@H](C(=O)OC)Br |r|